C(C)OC[C@@H](C(C)C)C1=NC2=CC=CC=C2C(=C1N)N [(1S)-1-(ethoxymethyl)-2-methyl-propyl]quinoline-3,4-diamine